C(C)(C)(C)OC(=O)N1C[C@@H](N(CC1)C1=NC=CC2=C1C(=CN2)C2(CC2)C)C.ClC2=C(C=CC(=C2)F)C(=O)N2CC(NCC2)C (2-Chloro-4-fluoro-phenyl)-(3-methylpiperazin-1-yl)methanone tert-butyl-(S)-3-methyl-4-(3-(1-methylcyclopropyl)-1H-pyrrolo[3,2-c]pyridin-4-yl)piperazine-1-carboxylate